OC(CNC1=CC=C(C=C1)SC)C=1NC(NC1)=S 4-[1-hydroxy-2-(4-methylthiophenylamino)ethyl]-1,3-dihydroimidazole-2-thione